9Z-tetradecenol C(=CCCCCCCCCCCCC)O